(R)-3-butyl-3-ethyl-5-(4-fluorophenyl)-8-hydroxy-7-(methylthio)-2,3,4,5-tetrahydrobenzo-1,5-thiazepine C(CCC)[C@]1(CSC2=C(N(C1)C1=CC=C(C=C1)F)C=C(C(=C2)O)SC)CC